N-(7-oxo-7-((4-phenylthiazol-2-yl)amino)heptyl)cyclohexane-carboxamide O=C(CCCCCCNC(=O)C1CCCCC1)NC=1SC=C(N1)C1=CC=CC=C1